C[C@@H]1[C@H]([C@@H]([C@H](C(O1)OP(=O)([O-])OP(=O)([O-])OC[C@@H]2[C@H](C[C@@H](O2)N3C=C(C(=O)NC3=O)C)O)O)O)[NH3+] The molecule is conjugate base of dTDP-4-amino-4,6-dideoxy-D-glucose having both the OH groups of the diphosphate deprotonated and a cationic amino group on the sugar ring. It is a conjugate base of a dTDP-4-amino-4,6-dideoxy-D-glucose.